diselenazolidine [Se]1[Se]NCC1